ClC1=NC=C(C(=C1)NC1CCC(CC1)CO)C#CC1C(OCC1)C ((1s,4s)-4-((2-chloro-5-((2-methyltetrahydrofuran-3-yl)ethynyl)pyridin-4-yl)amino)cyclohexyl)methanol